ClC=1C=CC(=C(C1)CC(=O)NC1=CC=C(S1)C(=O)OC)OC methyl 5-[[2-(5-chloro-2-methoxy-phenyl)acetyl]amino]thiophene-2-carboxylate